tert-butyl (R)-(1-(3,6-dichloropyrimido[5,4-c]pyridazin-8-yl)piperidin-3-yl)(methyl)carbamate ClC1=CC2=C(N=N1)C(=NC(=N2)Cl)N2C[C@@H](CCC2)N(C(OC(C)(C)C)=O)C